NC1=C(C2=C(C=C1Br)C1=NC=CC=C1O2)C(=O)N 7-amino-8-bromobenzofuro[3,2-b]pyridine-6-carboxamide